bis-(2,6-difluoro-3-(1H-pyrrol-1-yl)-phenyl)titanium (IV) FC1=C(C(=CC=C1N1C=CC=C1)F)[Ti+2]C1=C(C(=CC=C1F)N1C=CC=C1)F